(4-(4-(benzo[d]thiazol-5-ylamino)quinolin-7-yl)-3-fluorophenyl)(2,8-diazaspiro[4.5]decan-8-yl)methanone S1C=NC2=C1C=CC(=C2)NC2=CC=NC1=CC(=CC=C21)C2=C(C=C(C=C2)C(=O)N2CCC1(CCNC1)CC2)F